tert-butyl 4-(7-methyl-2-oxo-1-((3-(trifluoromethyl)pyridin-2-yl)methyl)-1,2-dihydro-1,5-naphthyridin-3-yl)piperidine-1-carboxylate CC1=CN=C2C=C(C(N(C2=C1)CC1=NC=CC=C1C(F)(F)F)=O)C1CCN(CC1)C(=O)OC(C)(C)C